octyl α-hydroxyisobutyrate OC(C(=O)OCCCCCCCC)(C)C